4-[N-(biphenyl-4-yl)-N-(9,9-dimethyl-9H-fluoren-2-yl)amino]phenylboronic acid C1(=CC=C(C=C1)N(C1=CC=2C(C3=CC=CC=C3C2C=C1)(C)C)C1=CC=C(C=C1)B(O)O)C1=CC=CC=C1